C(CCCCCCC(C)C)C(C(=O)O)=C.C(C=C)(=O)OCCCCCCCC(C)C isodecyl acrylate (Isodecyl acrylate)